S(=O)(=O)([O-])[O-].[Ce+4].[NH4+].BrC=1C=CC(=C(C1)NS(=O)(=O)C1=CC(=CC=C1)C(F)(F)F)F N-(5-bromo-2-fluorophenyl)-3-(trifluoromethyl)benzenesulfonamide ammonium cerium (iv) sulfate